FC(C1=C(C=CC=C1)CCC(=O)O)(F)F 3-[2-(trifluoromethyl)phenyl]propionic acid